FC1=CC(=C(C2=C1OC(CO2)C=2C=NC(=CC2)OC)C)CN2C=NC=1C2=NC=C(C1)C#CC(C)(N)C 4-(3-((8-fluoro-2-(6-methoxypyridin-3-yl)-5-methyl-2,3-dihydrobenzo[b][1,4]dioxin-6-yl)methyl)-3H-imidazo[4,5-b]pyridin-6-yl)-2-methylbut-3-yn-2-amine